C(C1=CC=CC=C1)OC(=O)N[C@H](C(=O)N([C@H](C(=O)N1[C@@H](CC1)C(=O)OC(C)(C)C)C)C)[C@H](CC)C tert-butyl (2S)-1-[(2S)-2-[[(2S,3S)-2-(benzyloxycarbonylamino)-3-methyl-pentanoyl]-methyl-amino]propanoyl]azetidine-2-carboxylate